4-(3,4-Dihydro-2H-1,3-benzoxazin-8-yl)-2-morpholin-4-ylbenzoic acid methyl ester dihydrochloride Cl.Cl.COC(C1=C(C=C(C=C1)C1=CC=CC=2CNCOC21)N2CCOCC2)=O